4-benzyloxy-3-(4-benzyloxycarbonylphenyl)indole-1-carboxylic acid tert-butyl ester C(C)(C)(C)OC(=O)N1C=C(C2=C(C=CC=C12)OCC1=CC=CC=C1)C1=CC=C(C=C1)C(=O)OCC1=CC=CC=C1